P(=O)(OC)(OCCCOCCCCCCCCCCCCCCCC)[O-] methyl (3-(hexadecyloxy) propyl) phosphate